(Z)-3-(4-(2-(2-(2-(4-(1-(4-hydroxyphenyl)-2-phenylbut-1-en-1-yl)phenoxy)ethoxy)ethoxy)ethoxy)-1-oxoisoindolin-2-yl)piperidine-2,6-dione OC1=CC=C(C=C1)/C(=C(\CC)/C1=CC=CC=C1)/C1=CC=C(OCCOCCOCCOC2=C3CN(C(C3=CC=C2)=O)C2C(NC(CC2)=O)=O)C=C1